C(C)OC(=O)C1=C(N(C2=CC(=C(C=C12)OC)Cl)C=1C=NN(C1)CCC)CC 6-chloro-2-ethyl-5-methoxy-1-(1-propyl-1H-pyrazol-4-yl)-1H-indole-3-carboxylic acid ethyl ester